NC1=NC(=CC=C1NC(OCC)=O)NCC1=CC=C(C=C1)OC Ethyl (2-amino-6-((4-methoxybenzyl)amino)pyridin-3-yl)carbamate